C(C)C=1C=2C=CC=CC2N2C1C=1C=CC=CC1C(C2)(C)CC(=O)OC Methyl 2-(12-ethyl-5-methyl-5,6-dihydroindolo[2,1-a]isoquinolin-5-yl)acetate